8-(2,4-dichlorophenyl)-9-(4-((3-fluoro-1-(3-fluoropropyl)azetidin-3-yl)methyl)phenyl)-6,7-dihydro-5H-benzo[7]annulene-3-carboxylic acid ClC1=C(C=CC(=C1)Cl)C=1CCCC2=C(C1C1=CC=C(C=C1)CC1(CN(C1)CCCF)F)C=CC(=C2)C(=O)O